3-(1,4-dimethyl-1H-benzo[d][1,2,3]triazol-5-yl)-3-(3-((2,2-dimethyl-2,3-dihydro-[1,4]oxazepino[7,6-g]quinolin-4(5H)-yl)methyl)-4-methylphenyl)-2,2-dimethylpropanoic acid methyl ester COC(C(C(C1=CC(=C(C=C1)C)CN1CC(OC2=CC=3C=CC=NC3C=C2C1)(C)C)C1=C(C2=C(N(N=N2)C)C=C1)C)(C)C)=O